FC=1C(=NC(=NC1)N[C@H]1[C@@H](COCC1)O)C=1C=C2C(=C(C=NC2=C(C1)F)C(C)(C)O)C(C)C (3S,4R)-4-((5-fluoro-4-(8-fluoro-3-(2-hydroxy-prop-2-yl)-4-isopropylquinolin-6-yl)pyrimidin-2-yl)amino)tetrahydro-2H-pyran-3-ol